COC1=C(C=CC(=C1)C=1C=NC=CC1)NCC#CC=1N(C=2C=CC=C(C2C1)NC1CCN(CC1)C)CC(F)(F)F 2-(3-{[2-methoxy-4-(pyridin-3-yl)phenyl]amino}prop-1-yn-1-yl)-N-(1-methylpiperidin-4-yl)-1-(2,2,2-trifluoroethyl)-1H-indol-4-amine